ClC=1C=CC=C2C=CC=C(C12)N1CC=2N=C(N=C(C2CC1)N1C[C@@H](NCC1)CC#N)OCC1(CC1)CN(C)C (S)-2-(4-(7-(8-chloronaphthalen-1-yl)-2-((1-((dimethylamino)methyl)cyclopropyl)methoxy)-5,6,7,8-tetrahydropyrido[3,4-d]pyrimidin-4-yl)piperazin-2-yl)acetonitrile